C[C@@H](CC)NC(=O)C1=NC(=CC(=C1)Cl)F N-[(2S)-butan-2-yl]-4-chloro-6-fluoropyridine-2-carboxamide